BrC1=C(C(=C(N1)C=O)CC)C 5-BROMO-3-ETHYL-4-METHYL-PYRROLE-2-CARBOXALDEHYDE